ClC1=NC=C2C=C(N=C(C2=C1)NCCOC)C1=C(C(=CC(=C1Cl)OC)OC)Cl 7-chloro-3-(2,6-dichloro-3,5-dimethoxyphenyl)-N-(2-methoxyethyl)-2,6-naphthyridine-1-amine